1-(1-azido-ethyl)-4-ethoxy-benzene N(=[N+]=[N-])C(C)C1=CC=C(C=C1)OCC